BrC1=CC=C(C=C1)CN1C(=NC=C1)C 1-[(4-bromophenyl)methyl]-2-methyl-imidazole